1-methyl-3-(3-methyl-1,2,4-thiadiazol-5-yl)-1H-indazole-6-carboxylic acid CN1N=C(C2=CC=C(C=C12)C(=O)O)C1=NC(=NS1)C